2-METHOXYPYRAZINE-6-BORONIC ACID COC1=NC(=CN=C1)B(O)O